3-guanidino-5-benzyl-1H-1,2,4-triazole N(C(=N)N)C1=NNC(=N1)CC1=CC=CC=C1